2,6-dimethyl-10-oxoundeca-6,8-dienoic acid CC(C(=O)O)CCCC(=CC=CC(C)=O)C